6,7-dichloro-1,3-dihydro-1,4-benzodiazepine ClC1=C(C=CC2=C1C=NCCN2)Cl